C1(=CC=CC=C1)C1=CN=C(N1)C1NCCCC1 2-(5-phenylimidazol-2-yl)piperidine